C(CCCCCCC\C=C/CCCCCCCC)(=O)N(C(CCCCCCC\C=C/CCCCCCCC)=O)CC(CO)O 3-(N,N-dioleoyl-amino)-1,2-propanediol